ClC1=C(C(=C(C=C1)C1=NN=C(S1)CN1C2(CC2)C(N(C1=O)CC(F)(F)F)=O)F)O 4-[[5-(4-chloro-2-fluoro-3-hydroxy-phenyl)-1,3,4-thiadiazol-2-yl]methyl]-6-(2,2,2-trifluoroethyl)-4,6-diazaspiro[2.4]heptane-5,7-dione